OC(CC(=O)O)CCC(C)C 3-hydroxy-6-methylheptanoic acid